[Cl-].[Cl-].[Cl-].CC1C(=C(C=2C(C(C(C(C12)C)C)C)(C)[Ti+3])C)C 1,2,3,4,5,6,7-heptamethyl-4,5,6,7-tetrahydroindenyl-titanium trichloride